C1CC(=O)N(C1=O)OC(=O)CCSSCCC(=O)ON2C(=O)CCC2=O di(N-succinimidyl) 3,3'-dithiodipropionate